dimethyl-1,4-cyclohexanedimethanol CC1(CCC(CC1)(CO)C)CO